NN1C(N=NC(=C1)C(C)(C)C)S 4-amino-6-tertiary butyl-3-mercapto-1,2,4-triazine